tert-butyl ({(2R)-4-[3-(cyclopenta-1-en-1-yl)-6-nitro-2-(trifluoromethyl)phenyl]-1-methylpiperazin-2-yl}methyl)(methyl)carbamate C1(=CCCC1)C=1C(=C(C(=CC1)[N+](=O)[O-])N1C[C@@H](N(CC1)C)CN(C(OC(C)(C)C)=O)C)C(F)(F)F